1,1-difluoro-2-ethyl iodide FC(CI)F